ClC1=C(C(=C(C=C1)C1=NN=C(S1)CN1C2(CC2)C(N(C1=O)CC)=O)F)O 4-((5-(4-chloro-2-fluoro-3-hydroxyphenyl)-1,3,4-thiadiazol-2-yl)methyl)-6-ethyl-4,6-diazaspiro[2.4]heptane-5,7-dione